COC1=CC=C(CN(C2=CC(=CC(=N2)C=2C(C(=C3C(N(CN=C3C2)COCC[Si](C)(C)C)=O)F)(F)Cl)C)CC2=CC=C(C=C2)OC)C=C1 7-(6-(bis(4-methoxybenzyl)amino)-4-methylpyridin-2-yl)-6-chloro-5,6-difluoro-3-((2-(trimethylsilyl)ethoxy)methyl)quinazolin-4(3H)-one